Ethyl 2-[2-fluoro-6-(propan-2-ylamino) pyridin-3-yl]-6,7-dihydro-5H-pyrazolo[5,1-b][1,3]oxazine-3-carboxylate FC1=NC(=CC=C1C1=NN2C(OCCC2)=C1C(=O)OCC)NC(C)C